5-(2-(2,6-dioxopiperidin-3-yl)-1-oxoisoindolin-4-yl)pent-4-ynoic acid O=C1NC(CCC1N1C(C2=CC=CC(=C2C1)C#CCCC(=O)O)=O)=O